Cl.FC([C@@H](N)C1=CC=CC=C1)F (S)-2,2-difluoro-1-phenylethan-1-amine hydrochloride